FC(C1=CC=C(C=C1)N1C[C@@H]2N(C3=CC=CC=C13)CCN(C2)C(C=C)=O)(F)F (S)-1-(6-(4-(trifluoromethyl)phenyl)-1,2,4,4a,5,6-hexahydro-3H-pyrazino[1,2-a]quinoxalin-3-yl)prop-2-en-1-one